C(C)C(CC=C(C(=O)O)CC(=O)O)CCCC.C(C(=C)CC(=O)O)(=O)OCCCCCC(C)C Monoisooctyl itaconate (2-ethylhexyl itaconate)